(2S,3R,4R,5S)-1-(2-(2,3-dihydrobenzo[b][1,4]dioxin-6-yl)ethyl)-2-(hydroxymethyl)piperidine-3,4,5-triol O1C2=C(OCC1)C=C(C=C2)CCN2[C@H]([C@H]([C@@H]([C@H](C2)O)O)O)CO